4-Amino-7-bromo-1-(6-chloro-2-methylpyridin-3-yl)-2-oxo-1,2-dihydro-1,8-naphthyridine-3-carboxylic acid methyl ester COC(=O)C=1C(N(C2=NC(=CC=C2C1N)Br)C=1C(=NC(=CC1)Cl)C)=O